4-((1-(4-(tert-butyl)piperazine-1-carbonyl)cyclopentyl)oxy)benzonitrile C(C)(C)(C)N1CCN(CC1)C(=O)C1(CCCC1)OC1=CC=C(C#N)C=C1